C(C)O[Si](CC=C)(CC=C)CC=C ethoxytriallylsilane